(S)-1-cyclopropylethane-1-amine hydrochloride Cl.C1(CC1)[C@H](C)N